C(C)(C)(C)C=1C=C(C=CC1F)C1CCN(CC1)C(=O)C1CC2(C1)NC(CC2)=O (2r,4s)-2-(4-(3-(tert-butyl)-4-fluorophenyl)piperidine-1-carbonyl)-5-azaspiro[3.4]octan-6-one